C1(CC1)C1=CC(=CC(=C1)OC)I 1-cyclopropyl-3-iodo-5-methoxy-benzene